C(C1=CC=CC=C1)OC=1C(=CC2=C(N=C(S2)C(=O)C2=CC(=C(C=C2)OC)F)C1)OCC1=CC=CC=C1 (5,6-Bis(benzyloxy)benzo[d]thiazol-2-yl)(3-fluoro-4-methoxyphenyl)methanone